(S)-N5-(2-Ethyl-2H-1,2,3-triazol-4-yl)-N3-methyl-1-(1-phenylethyl)-1H-pyrazole-3,5-dicarboxamide C(C)N1N=CC(=N1)NC(=O)C1=CC(=NN1[C@@H](C)C1=CC=CC=C1)C(=O)NC